CN(C1CC2=CN(N=C2CC1)C1=NC=C(C=C1)C(F)(F)F)CC1=CC=NC=C1 5-[methyl(pyridin-4-ylmethyl)amino]-2-(5-trifluoromethylpyridin-2-yl)-4,5,6,7-tetrahydro-2H-indazole